C(#N)N1[C@H]2[C@@H](C[C@@H]1CC2)N(C(=O)C=2C=C1C=NN(C1=CC2F)C2=NC(=CC=C2)C2CC2)C N-((1R,2R,4S)-7-cyano-7-azabicyclo[2.2.1]heptan-2-yl)-1-(6-cyclopropyl-2-pyridinyl)-6-fluoro-N-methyl-1H-indazole-5-carboxamide